O[C@H](CNC(=O)C=1C=C(C=CC1)C1=C(N(C=C1)S(N)(=O)=O)C(=O)O)CO 3-[3-[[(2R)-2,3-Dihydroxy-propyl]carbamoyl]phenyl]-1-sulfamoyl-pyrrole-2-carboxylic acid